arginine N-methoxy-N-methyl amide CON(C([C@@H](N)CCCNC(N)=N)=O)C